5-(7-(4-(azetidin-1-ylmethyl)phenyl)-6-methylimidazo[1,2-b]pyridazin-3-yl)-2-(1-methyl-1H-pyrazol-3-yl)-1,8-naphthyridine N1(CCC1)CC1=CC=C(C=C1)C1=CC=2N(N=C1C)C(=CN2)C2=C1C=CC(=NC1=NC=C2)C2=NN(C=C2)C